methylimino(thioxo)methane CN=C=S